ClC=1C=C(C=C(C1)C(F)(F)F)[C@@H]1[C@@H](N(C(O1)=O)C(CCC1=CC=CC2=CC=CC=C12)=O)C (4S,5R)-5-[3-chloro-5-(trifluoromethyl)phenyl]-4-methyl-3-(3-naphthalen-1-ylpropanoyl)-1,3-oxazolidin-2-one